ClC=1C=C(C=C2C(=C(C=NC12)C#N)NC1=CC(=C(C=C1)F)Cl)N[C@H](C=1N=NNC1)C=1C=NC=CC1 (S)-8-chloro-4-((3-chloro-4-fluorophenyl)amino)-6-((pyridin-3-yl(1H-1,2,3-triazol-4-yl)methyl)amino)quinoline-3-carbonitrile